N-[[4-(hydroxymethyl)-3-methyl-7-[4-(trifluoromethoxy)phenyl]benzimidazol-5-yl]methyl]-N-methyl-carbamic acid tert-butyl ester C(C)(C)(C)OC(N(C)CC1=C(C2=C(N=CN2C)C(=C1)C1=CC=C(C=C1)OC(F)(F)F)CO)=O